CN1CC(CC1)=O 1-Methyl-3-pyrrolidinone